O1CCN(CC1)C1=CC(NC(=C1)N1[C@H](CCC1)C1=CC=CC=C1)=O 4-(morpholino)-6-[(2R)-2-phenylpyrrolidin-1-yl]-1H-pyridin-2-one